1-chloro-3-(N,N-diallylamino)-2-propanol ClCC(CN(CC=C)CC=C)O